gamma-methylpropyloxysilane CCCCO[SiH3]